C(C)(C)(C)OC(NC1(CC2=CC=C(C=C2C1)[N+](=O)[O-])C(NC)=O)=O (2-(methylcarbamoyl)-5-nitro-2,3-dihydro-1H-inden-2-yl)carbamic acid tert-butyl ester